O[C@@H]1CN(CC[C@@]12NCC1=CC=CC=C1C2)C(=O)C=2C(=CC1=C(OC3=C1C=CC=C3)C2)O ((3R,3'R)-3'-hydroxy-1,4-dihydro-2H-spiro[isoquinoline-3,4'-piperidin]-1'-yl)(2-hydroxydibenzo[b,d]furan-3-yl)methanone